COC=1C=C(\C=N\NC(=O)C2=NC=CC(=C2)C2=CC=C(C=C2)OCC)C=C(C1)OC (E)-N'-(3,5-dimethoxybenzylidene)-4-(4-ethoxyphenyl)pyridinecarboxylic acid hydrazide